C1(=CC=C(C=C1)C(=CS(=O)(=O)C1=CC=C(C)C=C1)NC(C(=C)C)=O)C N-(1-(p-tolyl)-2-(p-toluenesulfonyl)vinyl)methacrylamide